C1(=CC=CC=C1)S(=O)(=O)OC1=CC=C(C=C1)NC(=O)NC1=CC=C(C=C1)OS(=O)(=O)C=1C(C)=CC=CC1 N-[4-(benzenesulfonyloxy)phenyl]-N'-[4-(o-toluenesulfonyloxy)phenyl]urea